C(C)(C)(C)OC(NC1CCN(CC1)C(=O)C=1N=C(SC1)N)=O {1-[(2-amino-1,3-thiazol-4-yl)carbonyl]piperidin-4-yl}carbamic acid tert-butyl ester